(R)-4-chloro-2-(3-(1-(4-methyl-4H-1,2,4-triazol-3-yl)propyl)phenyl)-6-(((1-methylcyclobutyl)amino)methyl)isoindolin-1-one ClC1=C2CN(C(C2=CC(=C1)CNC1(CCC1)C)=O)C1=CC(=CC=C1)[C@@H](CC)C1=NN=CN1C